(1r,4r)-4-((5-(3-(2,2-Difluoroethyl)-3H-imidazo[4,5-b]pyridin-5-yl)-4-(methylamino)pyrrolo[2,1-f][1,2,4]triazin-2-yl)amino)-1-methylcyclohexan-1-ol FC(CN1C=NC=2C1=NC(=CC2)C=2C=CN1N=C(N=C(C12)NC)NC1CCC(CC1)(O)C)F